CC=1C=C(C=2C(=C3C(=NC2N1)C(=CC=C3)C)N)C 2,4,9-Trimethyl-benzo[b][1,8]naphthyridin-5-ylamine